perfluoropropyl vinyl ether C(=C)OC(C(C(F)(F)F)(F)F)(F)F